CN=S(=O)(C)C1=C2C=CNC2=C(C(=C1OC=1C=CC(=C(/C(/N)=N/O)C1)F)F)F (Z)-5-((4-(N,S-dimethylsulfonimidoyl)-6,7-difluoro-1H-indol-5-yl)oxy)-2-fluoro-N'-hydroxybenzimidamide